NC1=NC=CC(=C1C(=C)C)OC1=C(C=C(C=C1)NC(=O)C=1C=NN(C1C(F)(F)F)C1=NC=CC=C1F)F N-(4-((2-amino-3-(prop-1-en-2-yl)pyridin-4-yl)oxy)-3-fluorophenyl)-1-(3-fluoropyridine-2-yl)-5-(trifluoromethyl)-1H-pyrazole-4-carboxamide